benzyl N-[(1S)-1-[(1R,2S,5S)-2-[[(1S)-1-cyano-2-[(6R)-5-oxo-4-azaspiro[2.4]heptan-6-yl]ethyl]carbamoyl]-6,6-dimethyl-3-azabicyclo[3.1.0]hexane-3-carbonyl]-2,2-dimethyl-propyl]carbamate C(#N)[C@H](C[C@H]1C(NC2(CC2)C1)=O)NC(=O)[C@@H]1[C@H]2C([C@H]2CN1C(=O)[C@H](C(C)(C)C)NC(OCC1=CC=CC=C1)=O)(C)C